1-(tert-Butyl)-5-methyl-3-(o-tolyl)-pyrazole-4-ol C(C)(C)(C)N1N=C(C(=C1C)O)C1=C(C=CC=C1)C